CN1CC2(CC2)C[C@H]1CO [(6S)-5-methyl-5-azaspiro[2.4]heptan-6-yl]methanol